fluorodimethyl-cyclopropane FC1C(C1)(C)C